N-(4-(4-(2-methoxyethyl)piperazin-1-yl)pyridin-2-yl)-6-(5-methyl-1H-pyrazol-4-yl)benzo[d]thiazol-2-amine COCCN1CCN(CC1)C1=CC(=NC=C1)NC=1SC2=C(N1)C=CC(=C2)C=2C=NNC2C